C(CCC)[C@]1(CS(C2=C([C@@H](N1)C1=CC=CC=C1)C=CC(=C2)O)(=O)=O)CC |r| (±)-Trans-3-butyl-3-ethyl-2,3,4,5-tetrahydro-5-phenyl-1,4-benzothiazepin-8-ol 1,1-dioxide